methyl 4-(2-(4,4-difluoroazepan-1-yl)-7-methoxyquinoline-3-carboxamido)pyridine-2-carboxylate FC1(CCN(CCC1)C1=NC2=CC(=CC=C2C=C1C(=O)NC1=CC(=NC=C1)C(=O)OC)OC)F